C(C)[C@@H]1N(C[C@H](N(C1)C(C)C1=CC(=C(C=C1)OC)F)CC)C=1C=2C(N(C(C1)=O)C)=CN(N2)CC#N 2-(7-((2S,5R)-2,5-diethyl-4-(1-(3-fluoro-4-methoxyphenyl)ethyl)piperazin-1-yl)-4-methyl-5-oxo-4,5-dihydro-2H-pyrazolo[4,3-b]pyridin-2-yl)acetonitrile